S1C(=NC2=C1C=CC=C2)C=2C=C(C(=CC2)O)O 4-(benzothiazol-2-yl)-1,2-benzenediol